[N+](=O)([O-])OCCCCCC(=O)OCCCCCC(=O)O 6-{[6-nitrooxyhexanoyl]oxy}hexanoic acid